[C@H]12CN(C[C@H](CC1)N2)C=2C1=C(N=C(N2)N2CC(C2)N(C)C)C(=C(N=C1)C1=CC(=CC2=CC=C(C(=C12)C#C)F)O)F 4-(4-((1R,5S)-3,8-diazabicyclo[3.2.1]octan-3-yl)-2-(3-(dimethylamino)azetidin-1-yl)-8-fluoropyrido[4,3-d]pyrimidin-7-yl)-5-ethynyl-6-fluoronaphthalen-2-ol